tert-butyl 4-(4-methoxypyridazin-3-yl)piperazine-1-carboxylate COC1=C(N=NC=C1)N1CCN(CC1)C(=O)OC(C)(C)C